N-((5-chloro-6-(5-methoxypyrazin-2-yl)-1H-indol-2-yl)methyl)-2-hydroxypropanamide ClC=1C=C2C=C(NC2=CC1C1=NC=C(N=C1)OC)CNC(C(C)O)=O